BrC1=CC=C(C=C1)N1CCN(CC1)CC1=C(C2=C(C=CO2)C=C1)O 6-{[4-(4-bromophenyl)piperazin-1-yl]methyl}-7-hydroxybenzofuran